(2R)-5-chloro-N-{3-[2-(4-chloro-3-fluorophenoxy)acetamido]bicyclo[1.1.1]pentan-1-yl}-3-hydroxy-2-methyl-2,3-dihydro-1-benzofuran-2-carboxamide ClC=1C=CC2=C(C([C@@](O2)(C(=O)NC23CC(C2)(C3)NC(COC3=CC(=C(C=C3)Cl)F)=O)C)O)C1